5-bromo-N-(8,9-difluoro-6-oxo-1,4,5,6-tetrahydro-2H-pyrano[3,4-c]isoquinolin-1-yl)-N-methyl-6-(trifluoromethyl)nicotinamide BrC=1C(=NC=C(C(=O)N(C)C2COCC=3NC(C=4C=C(C(=CC4C32)F)F)=O)C1)C(F)(F)F